BrC1=CC2=C(C(=CC=3C(C=4C=C(C=CC4C23)C(F)(F)F)(C)C)O)C=C1 2-bromo-7,7-dimethyl-9-(trifluoromethyl)-7H-benzo[c]fluoren-5-ol